(R)-2-((2-amino-4-chloro-5-(methoxycarbonyl)-3-((triisopropylsilyl)ethynyl)phenoxy)methyl)pyrrolidine-1-carboxylic acid tert-butyl ester C(C)(C)(C)OC(=O)N1[C@H](CCC1)COC1=C(C(=C(C(=C1)C(=O)OC)Cl)C#C[Si](C(C)C)(C(C)C)C(C)C)N